[N+](=O)([O-])[Co]([N+](=O)[O-])([N+](=O)[O-])[N+](=O)[O-] tetranitrocobalt